OC1CC2COCC(C1)N2C(=O)OC(C)(C)C tert-butyl 7-hydroxy-3-oxa-9-azabicyclo[3.3.1]nonane-9-carboxylate